2-(5,6-Dichloro-9-(1-(tetrahydro-2H-pyran-2-yl)-1H-pyrazol-4-yl)-2,3-dihydro-1H-pyrrolo[1,2-a]indol-1-yl)ethan ClC1=C(C=CC=2C(=C3N(C12)CCC3CC)C=3C=NN(C3)C3OCCCC3)Cl